ClC1=C2C(=NC=C1)NC(=C2C2=CC1=C(OCCN1C(C=C)=O)C=C2)C2=CC=C(C=C2)N2CCN(CC2)CC 1-(6-(4-chloro-2-(4-(4-ethylpiperazin-1-yl)phenyl)-1H-pyrrolo[2,3-b]pyridin-3-yl)-2H-benzo[b][1,4]oxazin-4(3H)-yl)prop-2-en-1-one